C(C)OP(=O)(OCC)CC1=CC=C(C=C1)NC(OC(C)(C)C)=O tert-butyl (4-((diethoxyphosphoryl) methyl)phenyl)carbamate